C(C1CO1)N1C(CN(CC1)CC1CO1)C1=CC=C(C=C1)NOCC1CO1 4-(N,N'-diglycidyl-2-piperazinyl)-glycidoxyphenylamine